NCCCCNC(C=1C(C(=O)NCCCCN)=CC=CC1)=O N,N'-bis(4-aminobutyl)phthalamide